(E)-1-(5-phenylpyridin-2-yl)-3-(quinoxalin-6-yl)prop-2-en-1-one C1(=CC=CC=C1)C=1C=CC(=NC1)C(\C=C\C=1C=C2N=CC=NC2=CC1)=O